(indole-5-oxymethyl)-benzaldehyde N1C=CC2=CC(=CC=C12)OCC1=C(C=O)C=CC=C1